C(C)OC(C1=NC=CC(=C1)C=1OC2=C(N1)C=C(C=C2)C=2C=NN(C2)C(C)C)=O 4-(5-(1-isopropyl-1H-pyrazol-4-yl)benzo[d]oxazol-2-yl)picolinic acid ethyl ester